FC1(CN(CC2=C(C(=C(C=C12)O)N1S(NC(C1)=O)(=O)=O)F)C(=O)OCCC(C)O)F 3-hydroxybutyl 4,4,8-trifluoro-6-hydroxy-7-(1,1,4-trioxo-1λ6,2,5-thiadiazolidin-2-yl)-3,4-dihydroisoquinoline-2(1H)-carboxylate